tert-butyl (R)-2-((4-cyanophenyl)((5-cyclohexylpyridin-2-yl)methyl)carbamoyl)azetidine-1-carboxylate C(#N)C1=CC=C(C=C1)N(C(=O)[C@@H]1N(CC1)C(=O)OC(C)(C)C)CC1=NC=C(C=C1)C1CCCCC1